3-chloro-1H-1,5-naphthyridin-2-one ClC=1C(NC2=CC=CN=C2C1)=O